2-(furan-2-ylmethylamino)acetic acid O1C(=CC=C1)CNCC(=O)O